ClC1=C2C(=NC=C1OC1=CC(=NC=C1)NC(O[C@H]1COCC1)=O)N=C(N2C)NC2=NN1C(C(N(CC1)C)=O)=C2 (R)-tetrahydrofuran-3-yl (4-((7-chloro-1-methyl-2-((5-methyl-4-oxo-4,5,6,7-tetrahydropyrazolo[1,5-a]pyrazin-2-yl)amino)-1H-imidazo[4,5-b]pyridin-6-yl)oxy)pyridin-2-yl)carbamate